((2R,3S,4R,5S)-5-(4-aminopyrrolo[2,1-f][1,2,4]triazin-7-yl)-2-cyano-3,4-dihydroxytetrahydrofuran-2-yl)methyl spiro[3.3]heptane-2-carboxylate C1C(CC12CCC2)C(=O)OC[C@]2(O[C@H]([C@@H]([C@@H]2O)O)C2=CC=C1C(=NC=NN12)N)C#N